C(C)(C)(C)OC(NC1=C(C=2C(=NC=C(C2S1)F)Cl)C#N)=O tert-butyl(4-chloro-3-cyano-7-fluorothieno[3,2-c]pyridin-2-yl)carbamate